(3aR,5r,6aS)-5-[6-(2-chloro-5-fluoro-phenyl)pyridazin-3-yl]oxy-2-[(3-methyl-2-pyridyl)methyl]-3,3a,4,5,6,6a-hexahydro-1H-cyclopenta[c]pyrrole ClC1=C(C=C(C=C1)F)C1=CC=C(N=N1)OC1C[C@@H]2[C@@H](CN(C2)CC2=NC=CC=C2C)C1